3-[[1-(Difluoromethyl)-6-oxo-3-pyridyl]amino]-5-(methylamino)-6-(3-methylimidazo[4,5-c]pyridin-7-yl)pyrazine-2-carboxamide FC(N1C=C(C=CC1=O)NC=1C(=NC(=C(N1)NC)C=1C2=C(C=NC1)N(C=N2)C)C(=O)N)F